4-bromo-3-trifluoromethoxy-phenylamine BrC1=C(C=C(C=C1)N)OC(F)(F)F